Cl.CN(C1CCC(CC1)N)C N,N-Dimethylcyclohexane-1,4-diamine hydrochloride